2,6-Bis((2-ethylhexyl)oxy)-4-hydroxybenzaldehyde C(C)C(COC1=C(C=O)C(=CC(=C1)O)OCC(CCCC)CC)CCCC